o-methoxyphenyl-propionic acid cyclohexyl ester C1(CCCCC1)OC(C(C)C1=C(C=CC=C1)OC)=O